6-methyl-3-(6-(1,2,3,6-tetrahydropyridine-1-carbonyl)naphthalen-1-yl)-5,6-dihydro-7H-pyrrolo[3,4-b]pyridin-7-one CN1C(C2=NC=C(C=C2C1)C1=CC=CC2=CC(=CC=C12)C(=O)N1CCC=CC1)=O